OC12CC(C1)(C2)COC=2C=C(C=1N(C2)N=CC1C#N)C=1C=NC(=CC1)N1CC2N(C(C1)C2)CC=2C=NC(=CC2)OC([2H])([2H])[2H] 6-((3-hydroxybicyclo[1.1.1]pentan-1-yl)methoxy)-4-(6-(6-((6-(methoxy-d3)Pyridin-3-yl)methyl)-3,6-diazabicyclo[3.1.1]heptan-3-yl)pyridin-3-yl)pyrazolo[1,5-a]pyridine-3-carbonitrile